Z-pyrrolo[3,2-c]pyridine-6-carboxamide N=1C=CC2=CN=C(CC21)C(=O)N